C(C(=O)C)(=O)O.C(C)(=O)SCCNC(CCNC([C@@H](C(COP(OP(OC[C@@H]1[C@H]([C@H]([C@@H](O1)N1C=NC=2C(N)=NC=NC12)O)OP(=O)(O)O)(=O)O)(=O)O)(C)C)O)=O)=O acetyl-COA pyruvate